C(C)(C)N1N=CC2=NC(=CC(=C21)N[C@H]2COCC2)C=2C(=NC=C(C2)OC)C 1-isopropyl-5-(5-methoxy-2-methyl-3-pyridinyl)-N-[(3R)-tetrahydrofuran-3-yl]pyrazolo[4,3-b]pyridin-7-amine